C(C)OC(C=C(CCC=C(C)C)C)OCC 1,1-diethyl-Oxy-3,7-dimethyl-2,6-octadiene